5,7-dihydrofuro[3,4-b]pyridin-2-amine N1=C2C(=CC=C1N)COC2